CC1=CC=C(C=C1)S(=O)(=O)O.FC1=CC2=C(N(C(N2C)=O)C2=NC(=NC=C2)NC2=C(C=C(C(=C2)[N+](=O)[O-])F)OC)C=C1 5-fluoro-1-(2-(4-fluoro-2-methoxy-5-nitrophenylamino)pyrimidin-4-yl)-3-methyl-1H-benzo[d]imidazol-2(3H)-one p-toluenesulfonate